ClC=1C=C(C=C2C=C(N=CC12)NC(=O)[C@H]1[C@H](C1)F)C=1N(C(C=CC1)=O)C |r| (+-)-cis-N-(8-chloro-6-(1-methyl-6-oxo-1,6-dihydropyridin-2-yl)isoquinolin-3-yl)-2-fluorocyclopropanecarboxamide